ethyl 5-(chlorosulfonyl)-2-methylfuran-3-carboxylate ClS(=O)(=O)C1=CC(=C(O1)C)C(=O)OCC